FC(C1=NC2=CC=CC=C2C(=N1)SCC(=O)C1=CC=C(S1)CCNC(C1=CC=CC=C1)=O)(F)F N-(2-(5-(2-((2-(trifluoromethyl)quinazolin-4-yl)thio)acetyl)thiophen-2-yl)ethyl)benzamide